N-(2-fluoro-4-(4-methylpiperazin-1-yl)phenyl)-4-((8-methyl-2,3-dihydro-1H-pyrido[2,3-b][1,4]oxazin-7-yl)amino)-2-oxo-1,2-dihydropyridine-3-carboxamide FC1=C(C=CC(=C1)N1CCN(CC1)C)NC(=O)C=1C(NC=CC1NC1=C(C2=C(OCCN2)N=C1)C)=O